COCC1=NN2C(S1)=NC(=C2CN2CC(=CC2=O)C2C(C2)(F)F)C 1-[[2-(methoxymethyl)-6-methyl-imidazo[2,1-B][1,3,4]thiadiazol-5-yl]methyl]-3-[2,2-difluorocyclopropyl]-2H-pyrrol-5-one